OCC1CCC(CC1)N1N=C2C=C(C(=CC2=C1)NC(=O)C1=NC(=CC=C1)C)OC N-[2-[4-(hydroxymethyl)cyclohexyl]-6-methoxy-indazol-5-yl]-6-methyl-pyridine-2-carboxamide